indenonaphthalene C1=CC=CC2=CC=C3C(=C12)CC=1C=CC=CC13